N-((1R,2R,4S)-7-cyano-7-azabicyclo[2.2.1]heptan-2-yl)-4-(phenylethynyl)benzamide C(#N)N1[C@H]2[C@@H](C[C@@H]1CC2)NC(C2=CC=C(C=C2)C#CC2=CC=CC=C2)=O